COC1(CC(CN(C2(CCNC2)COC(C(C(C(C1)C)=O)C)=O)C)C)C 10-methoxy-6,8,10,12,14-pentamethyl-16-oxa-2,6-diazaspiro[4.12]heptadecane-13,15-dione